C1CC(C2=C(C1)C3=C(N2)C=CC(=C3)Cl)C(=O)N The molecule is a member of the class of carbazoles that is 2,3,4,9-tetrahydro-1H-carbazole which is substituted at position 1 by an aminocarbohyl group and at position 6 by a chlorine. It is a member of carbazoles, a monocarboxylic acid amide and an organochlorine compound.